C(#N)C1=C(C=C(C=N1)NC([C@@](CN1N=CC(=C1)F)(C)OCC(C(=O)OC)=C)=O)C(F)(F)F (S)-Methyl 2-(((1-((6-cyano-5-(trifluoromethyl)pyridin-3-yl)amino)-3-(4-fluoro-1H-pyrazol-1-yl)-2-methyl-1-oxopropan-2-yl)oxy)methyl)acrylate